CC1=C(OC=2C(=CC(N(C2)C)=O)C=2C3=C(C(N(C2)C)=O)N(C(=C3)C3=C(C(=CC(=C3)F)F)F)S(=O)(=O)C3=CC=C(C=C3)C)C(=CC=C1)C 5-(2,6-dimethylphenoxy)-1-methyl-4-[6-methyl-1-(4-methylbenzenesulfonyl)-7-oxo-2-(2,3,5-trifluorophenyl)pyrrolo[2,3-c]pyridin-4-yl]pyridin-2-one